dipropylene glycol monomethyl ether acetic acid salt C(C)(=O)O.COC(C)COC(C)CO